3'-(9H-carbazol-9-yl)biphenyl-3,5-dimethanenitrile C1=CC=CC=2C3=CC=CC=C3N(C12)C=1C=C(C=CC1)C1=CC(=CC(=C1)C#N)C#N